C1(=CC=CC=C1)C(C)(C1=CC=C(C=C1)N1C(C=CC1=O)=O)C1=CC=C(C=C1)N1C(C=CC1=O)=O 1-phenyl-1,1-bis(4-maleimido-phenyl)ethane